N-(phenylthio)aniline C1(=CC=CC=C1)SNC1=CC=CC=C1